2-(1-((2-(3,5-dichlorophenyl)-6-((6-(piperazin-1-yl)pyridin-3-yl)oxy)pyridin-4-yl)methyl)piperidin-4-yl)ethanesulfonic acid ClC=1C=C(C=C(C1)Cl)C1=NC(=CC(=C1)CN1CCC(CC1)CCS(=O)(=O)O)OC=1C=NC(=CC1)N1CCNCC1